C(=O)(OC(C)CC)OOC(=O)OC(C)CC disec-butyl peroxydicarbonat